3-nitro-6-(2H-1,2,3-triazol-2-yl)pyridin-2-amine [N+](=O)([O-])C=1C(=NC(=CC1)N1N=CC=N1)N